bromine (2-methoxyphenyl)magnesium COC1=C(C=CC=C1)[Mg].[Br]